C(C)(=O)N([C@@](C([2H])[2H])(C(=O)O)[2H])[2H] N-acetyl-L-alanine-d4